(4S,4aS,5aR,12aS)-9-[2-(tert-butylamino)acetamido]4,7-bis(dimethylamino)-1,4,4a,5,5a,6,11,12a-octahydro-3,10,12,12a-tetrahydroxy-1,11-dioxo-2-naphthacenecarboxamide C(C)(C)(C)NCC(=O)NC1=CC(=C2C[C@H]3C[C@H]4[C@@H](C(=C(C([C@]4(C(=C3C(C2=C1O)=O)O)O)=O)C(=O)N)O)N(C)C)N(C)C